methyl 4-amino-1-(isoquinolin-5-yl)-7-methyl-2-oxo-1,2-dihydroquinoline-3-carboxylate NC1=C(C(N(C2=CC(=CC=C12)C)C1=C2C=CN=CC2=CC=C1)=O)C(=O)OC